CC12CC3(CC(CC(C1)(C3)C)C2)NS(=O)(=O)C2=C(C=CC=C2)[N+](=O)[O-] N-(3,5-dimethyltricyclo[3.3.1.13,7]dec-1-yl)-2-nitrobenzenesulfonamide